CC(C#N)(C)N1N=CC2=C(C=CC=C12)NC1=NC=C(C(=N1)NCC(F)(F)F)C(F)(F)F 2-methyl-2-(4-((4-((2,2,2-trifluoroethyl)amino)-5-(trifluoromethyl)pyrimidin-2-yl)amino)-1H-indazol-1-yl)propanenitrile